1-(4-(2,3-dimethyl-4-nitrophenoxy)pyridin-2-yl)-3-methylurea CC1=C(OC2=CC(=NC=C2)NC(=O)NC)C=CC(=C1C)[N+](=O)[O-]